O=C1N(C(C=C1)=O)CCCCCC(=O)N[C@H](CN[C@H](C(=O)NC1=CC(=C(C(=O)NCCCCC(=O)O)C=C1)C1=NN=NN1)C)C(C)C 5-(4-((S)-2-((S)-2-(6-(2,5-dioxo-2,5-dihydro-1H-pyrrol-1-yl)hexanamido)-3-methylbutylamino)propanamido)-2-(1H-tetrazol-5-yl)benzamido)pentanoic acid